7-((4-Methylpiperazin-1-yl)methyl)-1,2,3,4-tetrahydroisoquinoline hydrochloride Cl.CN1CCN(CC1)CC1=CC=C2CCNCC2=C1